Propan-2-yl 1-methyl-2-(2-{[7-(5-methyl-1,2,4-oxadiazol-3-yl)isoquinolin-1-yl]amino}ethyl)-3-oxo-2,3-dihydro-1H-indazole-5-carboxylate CN1N(C(C2=CC(=CC=C12)C(=O)OC(C)C)=O)CCNC1=NC=CC2=CC=C(C=C12)C1=NOC(=N1)C